C(CC)N1CC(C1)NC1=NC=CC=C1 N-(1-propylazetidin-3-yl)pyridin-2-amine